O1C(=NC2=C1C=CC=C2)[C@](C)(O)C2=CC=C(C=C2)OC (R)-1-(2-benzoxazolyl)-1-(4-methoxyphenyl)-1-ethanol